ClC1=C(C(=C(C=C1OC)OC)Cl)C=1N=C(C2=C(N1)C=NC(=C2)N[C@H]2[C@H](COC2)NC(C=C)=O)N2CC1(COC1)C2 N-((3R,4S)-4-((2-(2,6-dichloro-3,5-dimethoxyphenyl)-4-(2-oxa-6-azaspiro[3.3]heptan-6-yl)pyrido[3,4-d]pyrimidin-6-yl)amino)tetrahydrofuran-3-yl)acrylamide